C(C)(C)(C)OC(=O)N1CC2(C1)CC(C2)N2C(N(CC=1C2=NC(=NC1)S(=O)(=O)C)C1=C(C(=CC(=C1Cl)OC)OC)Cl)=O 6-(3-(2,6-dichloro-3,5-dimethoxyphenyl)-7-(methylsulfonyl)-2-oxo-3,4-dihydropyrimido[4,5-d]pyrimidin-1(2H)-yl)-2-azaspiro[3.3]heptane-2-carboxylic acid tert-butyl ester